(3R,5R)-4-[5-fluoro-2-(3-methyl-6-{1-[(oxan-4-yl)methyl]azetidin-3-yl}imidazo[1,5-a]pyridin-8-yl)benzoyl]-3,5-dimethylmorpholine FC=1C=CC(=C(C(=O)N2[C@@H](COC[C@H]2C)C)C1)C=1C=2N(C=C(C1)C1CN(C1)CC1CCOCC1)C(=NC2)C